3β-Hydroxyurs-12-en-28-oic acid C[C@@H]1CC[C@@]2(CC[C@@]3(C(=CC[C@H]4[C@]3(CC[C@@H]5[C@@]4(CC[C@@H](C5(C)C)O)C)C)[C@@H]2[C@H]1C)C)C(=O)O